OC(C1=CN(C(C2=CC(=C(C=C12)OC)OC)=O)C1=NOC2=C1C=C(C=C2)C)(C2=CC=CC=C2)N(C)OC 4-(hydroxy(methoxy(methyl)amino)(phenyl)methyl)-6,7-dimethoxy-2-(5-methylbenzo[d]isoxazol-3-yl)isoquinolin-1(2H)-one